1-cyanoimidazole C(#N)N1C=NC=C1